FC=1C(=C(C=C(C1)[N+](=O)[O-])CO)C (3-fluoro-2-methyl-5-nitrophenyl)methanol